p-Vinylphenyloxid C(=C)C1=CC=C(C=C1)OC1=CC=C(C=C1)C=C